ethyl (E)-3-(diisopropylamino)-3-phenylacrylate C(C)(C)N(/C(=C/C(=O)OCC)/C1=CC=CC=C1)C(C)C